C(=S)(F)F THIOCARBONYL FLUORIDE